COC1=CC=C(C=C1)CCC(=COCCCCC1=CC=CC=C1)C 1-methoxy-4-(3-methyl-4-phenethylethoxy-but-3-en-1-yl)benzene